CC1=CN=C2N1C=C(C=C2C(=O)O)CN2C[C@H](CCC2)C 3-methyl-6-{[(3S)-3-methylpiperidin-1-yl]methyl}imidazo[1,2-a]pyridine-8-carboxylic acid